S1C=NC2=C1C=C(C=C2)\C=C\2/N=C(NC2=O)N[C@H]2COCCCC2 |r| (±)-(4Z)-4-(1,3-Benzothiazol-6-ylmethylene)-2-(oxepan-3-ylamino)-1H-imidazol-5-one